ClC=1C=C(C(=C(OCC(=O)OC)C1)C=O)OC methyl 2-(5-chloro-2-formyl-3-methoxyphenoxy)acetate